6-(3-ethylsulfonyl-2-pyridyl)-3-(trifluoromethyl)-7H-pyrrolo[3,4-b]pyridin-5-one C(C)S(=O)(=O)C=1C(=NC=CC1)N1CC2=NC=C(C=C2C1=O)C(F)(F)F